N-{(2S,3R,4S)-1-(cyclopropanecarbonyl)-4-fluoro-2-[(2,2',5'-trifluoro[1,1'-biphenyl]-3-yl)methyl]pyrrolidin-3-yl}methanesulfonamide C1(CC1)C(=O)N1[C@H]([C@H]([C@H](C1)F)NS(=O)(=O)C)CC=1C(=C(C=CC1)C1=C(C=CC(=C1)F)F)F